[Fe](Br)(Br)(Br)Br.C(CCC(C)C)C=1NC=C[N+]1C i-hexyl-3-methylimidazolium iron tetrabromide